2-fluoro-5-(((1-phenyl-1H-imidazol-2-yl)thio)methyl)benzonitrile FC1=C(C#N)C=C(C=C1)CSC=1N(C=CN1)C1=CC=CC=C1